3-(1-methylpyrazol-4-yl)-4-(1-piperidyl)-1H-pyrrolo[2,3-b]pyridine CN1N=CC(=C1)C1=CNC2=NC=CC(=C21)N2CCCCC2